6-(trifluoromethyl)pyrazolo[1,5-a]pyridine-3-carboxylic acid FC(C=1C=CC=2N(C1)N=CC2C(=O)O)(F)F